C(#N)CCN1CCN(CC1)C1=NC2=C(N1C(=O)NCCC1CC(CC1)(F)F)C=CC=C2 (4-(2-Cyanoethyl)piperazin-1-yl)-N-(2-(3,3-difluorocyclopentyl)ethyl)-1H-benzo[d]imidazole-1-carboxamide